2-(pentyloxy)imidazo[2,1-f][1,2,4]triazine-4-amine C(CCCC)OC1=NN2C(C(=N1)N)=NC=C2